FC1=NN(C=C1)C1=CC=C(CN2C3=NC(=NC=C3NC2=O)C=2C(=NC=CC2)C(C)C)C=C1 9-(4-(3-fluoro-1H-pyrazol-1-yl)benzyl)-2-(2-isopropylpyridin-3-yl)-7,9-dihydro-8H-purin-8-one